N-(5-{[(3R)-1-(5-amino-1,3,4-thiadiazol-2-yl)pyrrolidin-3-yl]oxy}-1,3,4-thiadiazol-2-yl)-2-phenylacetamide NC1=NN=C(S1)N1C[C@@H](CC1)OC1=NN=C(S1)NC(CC1=CC=CC=C1)=O